1-(4-butoxyphenyl)-1-phenyl-prop-2-yn-1-ol C(CCC)OC1=CC=C(C=C1)C(C#C)(O)C1=CC=CC=C1